C[C@@]1([C@H](N1[S@@](=O)C(C)(C)C)C(=O)O)C(=O)O 3-methyl-(2S,3R)-1-((S)-tert-butylsulfinyl)aziridine-2,3-dicarboxylic acid